2-methyl-2,7-naphthyridin-1(2H)-one hydrochloride Cl.CN1C(C2=CN=CC=C2C=C1)=O